Cl.NCC[C@H](C)NC(C1=C(C=C(C=C1)NC=1C=2N(C=CN1)C(=CN2)C2=C(C(=C(C=C2)OC)F)F)CC)=O (S)-N-(4-aminobutan-2-yl)-4-((3-(2,3-difluoro-4-methoxyphenyl)imidazo[1,2-a]pyrazin-8-yl)amino)-2-ethylbenzamide hydrochloride